4-(4-((6-methoxy-2-(2-methoxyimidazo[2,1-b][1,3,4]thiadiazol-6-yl)pyrazolo[1,5-a]pyridin-4-yloxy)methyl)-5-methylthiazol-2-yl)-tetrahydro-2H-pyran-4-ol COC=1C=C(C=2N(C1)N=C(C2)C=2N=C1SC(=NN1C2)OC)OCC=2N=C(SC2C)C2(CCOCC2)O